C(C)(=O)O.C(C)(=O)O.C(C)(=O)O.C(C)(=O)O.C(C)(=O)O.NCCNCCN diethylenetriamine pentaacetate salt